ClC1=C(C=CC=C1)C=1N(C(=C(N1)C1=CC=CC=C1)C1=CC=CC=C1)C1(N=C(C(=N1)C1=CC=CC=C1)C1=CC=CC=C1)C1=C(C=CC=C1)Cl 2,2'-Bis(2-chlorophenyl)-4,4',5,5'-tetraphenyl-1,2'-biimidazol